4-(2-(2-fluoro-3,4-dihydroxy-5-methoxyphenyl)-1-(3-methyloxetan-3-yl)-1H-benzo[d]imidazol-6-yl)morpholin-3-one FC1=C(C=C(C(=C1O)O)OC)C1=NC2=C(N1C1(COC1)C)C=C(C=C2)N2C(COCC2)=O